ClC1=NC=CC(=C1)NC=1C=C2C=CN(C2=CC1)CCC1CCCCC1 N-(2-chloropyridin-4-yl)-1-(2-cyclohexylethyl)-1H-indol-5-amine